phosphoric acid-calcium salt [Ca+2].P([O-])([O-])([O-])=O.P([O-])([O-])([O-])=O.[Ca+2].[Ca+2]